[3-Fluoro-4-(3-{[(3S)-9-fluoro-2-oxo-5-phenyl-1,3-dihydro-1,4-benzodiazepin-3-yl]carbamoyl}pyrazolo[1,5-a]pyrimidin-2-yl)phenyl]methyl (2R)-2-amino-3-methylbutanoate hydrochloride Cl.N[C@@H](C(=O)OCC1=CC(=C(C=C1)C1=NN2C(N=CC=C2)=C1C(N[C@@H]1C(NC2=C(C(=N1)C1=CC=CC=C1)C=CC=C2F)=O)=O)F)C(C)C